2-(hydrazinomethyl)pyridine dihydrochloride Cl.Cl.N(N)CC1=NC=CC=C1